Cl.C1(CC1)CC#N cyclopropylacetonitrile hydrochloride